4-methyl-N-(3-(methylsulfonamido)phenyl)-2-(tetrahydro-2H-pyran-3-yl)thiazole CC=1N(C(SC1)C1COCCC1)C1=CC(=CC=C1)NS(=O)(=O)C